(S)-N-(1-(4-(benzylsulfanyl)-3-methylphenylamino)-1-oxo-3-phenylpropan-2-yl)-5-fluoropyridinamide C(C1=CC=CC=C1)SC1=C(C=C(C=C1)NC([C@H](CC1=CC=CC=C1)NC(=O)C1=NC=C(C=C1)F)=O)C